ClC1=NC=CC(=C1Cl)I 2,3-Dichloro-4-iodopyridine